1-[[2-(difluoromethoxy)pyridin-4-yl]methyl]-3-[(1r,3r)-3-(trifluoromethyl)cyclobutyl]urea FC(OC1=NC=CC(=C1)CNC(=O)NC1CC(C1)C(F)(F)F)F